(1-((3-(2,2-dimethyl-3-oxopropyl)phenyl)sulfonyl)piperidin-4-yl)carbamic acid tert-butyl ester C(C)(C)(C)OC(NC1CCN(CC1)S(=O)(=O)C1=CC(=CC=C1)CC(C=O)(C)C)=O